p-nitrocinnamoyl chloride [N+](=O)([O-])C1=CC=C(C=CC(=O)Cl)C=C1